methyl 1-(5-((2,6-dichlorophenyl)ethynyl)-2,3-dihydro-1H-inden-1-yl)-1,2,3,6-tetrahydropyridine-4-carboxylate ClC1=C(C(=CC=C1)Cl)C#CC=1C=C2CCC(C2=CC1)N1CCC(=CC1)C(=O)OC